FC(C(=O)[O-])(F)F.C1(=CC=CC=C1)CS(=O)(=O)NC1=C(OC2C[NH2+]C2)C=CC(=C1)C(=O)N1CCC(CC1)C1=CC=C(C=C1)OC=1N=NC(=CC1)C(F)(F)F 3-(2-((phenylmethyl)sulfonamido)-4-(4-(4-((6-(trifluoromethyl)pyridazin-3-yl)oxy)phenyl)-piperidine-1-carbonyl)phenoxy)azetidin-1-ium 2,2,2-trifluoroacetate